(R)-2-(3-(2,5-dichloropyrimidin-4-yl)-5-oxo-5,7-dihydro-6H-pyrrolo[3,4-b]pyridin-6-yl)-N-(1-(m-tolyl)ethyl)acetamide ClC1=NC=C(C(=N1)C=1C=C2C(=NC1)CN(C2=O)CC(=O)N[C@H](C)C=2C=C(C=CC2)C)Cl